COC1=CC=C(CN(C2=NC(=NN3C2=NC=C3C(C=3C=C(C(=NC3)N3CCN(CC3)C(=O)OC(C)(C)C)C)O)\C=C\CCC)CC3=CC=C(C=C3)OC)C=C1 tert-butyl (E)-4-(5-((4-(bis(4-methoxybenzyl)amino)-2-(pent-1-en-1-yl)imidazo[2,1-f][1,2,4]triazin-7-yl)(hydroxy)methyl)-3-methylpyridin-2-yl)piperazine-1-carboxylate